(S)-1-(2-((S)-3-cyclopropyl-5-isopropyl-2,4-dioxoimidazolidin-1-yl)-5,6-dihydroBenzo[f]imidazo[1,2-d][1,4]oxazepine-9-yl)pyrrolidine-2-carboxamide C1(CC1)N1C(N([C@H](C1=O)C(C)C)C=1N=C2N(CCOC3=C2C=CC(=C3)N3[C@@H](CCC3)C(=O)N)C1)=O